(E)-3-[2-(4-Methyl-piperazin-1-yl)-pyridin-4-ylcarbamoyl]-acrylic acid ethyl ester formic acid salt C(=O)O.C(C)OC(\C=C\C(NC1=CC(=NC=C1)N1CCN(CC1)C)=O)=O